C(C)OC(C(C(O)C1(CN(CC1)C(=O)OCCCC)CCC1=CC=CC=C1)(C)C)=O butyl 3-(3-ethoxy-1-hydroxy-2,2-dimethyl-3-oxopropyl)-3-phenethylpyrrolidine-1-carboxylate